[Ru].[Pd].[Ag] silver-palladium-ruthenium